OCC1C(C(CS1)O)O 5-(hydroxymethyl)tetrahydrothiophene-3,4-diol